FC=1C=CC(=C(C1)CC(=O)O)NC(C1=CC(=C(C=C1)N1CCCCC1)NC(=O)C1=NN(C2=CC=C(C=C12)F)CC(F)(F)F)=O 2-(5-fluoro-2-(3-(5-fluoro-1-(2,2,2-trifluoroethyl)-1H-indazole-3-carboxamido)-4-(piperidin-1-yl)benzamido)phenyl)acetic acid